9-((S)-1-(4-(difluoromethoxy)phenyl)ethyl)-3-methyl-1,2,3,4,8,9-hexahydropyrido[4',3':3,4]pyrazolo[1,5-a]pyrazin-10(7H)-one FC(OC1=CC=C(C=C1)[C@H](C)N1C(C=2N(CC1)N=C1C2CNC(C1)C)=O)F